C(CCCCC(=O)OCC(CCCC)CC)(=O)OCC(CCCC)CC di(2-ethylhexyl) hexanediate